(Z)-3-fluoro-N-(1-(3,4-dichlorobenzyl)-3-((3,5-dimethyl-1H-pyrrol-2-yl)methylene)-2-indolone-5-yl)benzamide FC=1C=C(C(=O)NC=2C=C3/C(/C(N(C3=CC2)CC2=CC(=C(C=C2)Cl)Cl)=O)=C/C=2NC(=CC2C)C)C=CC1